N1(N=CN=C1)C=1C=C(C=NC1)O 5-(1H-1,2,4-triazol-1-yl)pyridin-3-ol